tert-Butyl (2-(((2-chloro-[1,1'-biphenyl]-4-yl)methyl)amino)ethyl)carbamate ClC1=C(C=CC(=C1)CNCCNC(OC(C)(C)C)=O)C1=CC=CC=C1